3-(4-chlorophenyl)-4-phenyl-N-((3-(trifluoromethyl)phenyl)sulfonyl)-4,5-dihydro-1H-pyrazole-1-carboxamide ClC1=CC=C(C=C1)C1=NN(CC1C1=CC=CC=C1)C(=O)NS(=O)(=O)C1=CC(=CC=C1)C(F)(F)F